N1(N=CC=C1)C[C@@H]1CN(CC1)C(=O)OC(C)(C)C tert-butyl (3S)-3-(pyrazol-1-ylmethyl)pyrrolidine-1-carboxylate